CCC(C(CCCC)O)O octane-3,4-diol